rel-((3aS,4R,6aR)-4-((4,6-dichloropyridin-3-yl)amino)hexahydrocyclopenta[c]pyrrol-2(1H)-yl)(5-methylthiophen-2-yl)methanone ClC1=C(C=NC(=C1)Cl)N[C@@H]1CC[C@H]2CN(C[C@H]21)C(=O)C=2SC(=CC2)C |o1:9,12,16|